N-{1-[4-methyl-3-(trifluoromethyl)phenyl]-1H-indazol-4-yl}-2-(trifluoromethyl)benzamide CC1=C(C=C(C=C1)N1N=CC2=C(C=CC=C12)NC(C1=C(C=CC=C1)C(F)(F)F)=O)C(F)(F)F